tri-ethyl-phosphonic acid C(C)OP(OCC)(=O)CC